ethyl 8-bromo-6-cyclopropyl-[1,2,4]triazolo[1,5-a]pyridine-2-carboxylate BrC=1C=2N(C=C(C1)C1CC1)N=C(N2)C(=O)OCC